ethyl 4-((5-((8-(4-fluoro-2-isopropoxyphenyl)quinazolin-2-yl)amino)-2-methoxyphenyl)carbamoyl)benzoate FC1=CC(=C(C=C1)C=1C=CC=C2C=NC(=NC12)NC=1C=CC(=C(C1)NC(=O)C1=CC=C(C(=O)OCC)C=C1)OC)OC(C)C